C(C=C)(=O)N1C[C@@H](C[C@@H]1C)N1C(=C(C2=C1N=CN=C2N)C(=O)NC(C)(C)C2=CC=CC=C2)C#CC2CC2 7-((3R,5S)-1-propenoyl-5-methylpyrrolidin-3-yl)-4-amino-6-(cyclopropylethynyl)-N-(2-phenylpropan-2-yl)-7H-pyrrolo[2,3-d]pyrimidine-5-carboxamide